2,5-dihydro-pyrrole-1-carboxylic acid tert-butyl ester C(C)(C)(C)OC(=O)N1CC=CC1